ClC1=C(C(=O)OC)C(=CC(=C1)C1=NOC(=N1)C(NCC1=CC=C(C=C1)OC1CCCCC1)=O)C methyl 2-chloro-4-(5-((4-(cyclohexyloxy) benzyl) carbamoyl)-1,2,4-oxadiazol-3-yl)-6-methylbenzoate